N-(3-chloro-4-methyl-1H-indol-7-yl)-2-methyl-thiazole-5-sulfonamide ClC1=CNC2=C(C=CC(=C12)C)NS(=O)(=O)C1=CN=C(S1)C